CC(=O)N[C@@H](CCCC(=O)OP(=O)([O-])[O-])C(=O)[O-] The molecule is an N-acyl-L-alpha-amino acid anion arising from deprotonation of the carboxy and phosphate OH groups of N-acetyl-L-2-aminoadipic acid 6-phosphate; major species at pH 7.3. It is a N-acyl-L-alpha-amino acid anion and an organophosphate oxoanion. It is a conjugate base of a N-acetyl-L-2-aminoadipic acid 6-phosphate.